C(C)OC(=O)C=1C(=NNC1)COC(C)(C)C 3-(tert-butoxymethyl)-1H-pyrazole-4-carboxylic acid ethyl ester